C(C(C)C)OC(=O)C=1N(C2=C(CN(CC2)C[C@H](C)O[Si](C)(C)C(C)(C)C)N1)C (S)-5-(2-((tert-butyldimethylsilyl)oxy)propyl)-1-methyl-4,5,6,7-tetrahydro-1H-imidazo[4,5-c]pyridine-2-carboxylic acid isobutyl ester